N1N=CC2=CC=C(C=C12)C1=CN(CCS1)C=1C2=C(N=CN1)NC=C2 6-(1H-indazol-6-yl)-4-(7H-pyrrolo[2,3-d]pyrimidin-4-yl)-3,4-dihydro-2H-1,4-thiazine